CC1CN(CC1)CCCO 3-(3-Methylpyrrolidin-1-yl)propan-1-ol